CC1(O[C@H](CN(C1)C=1N=C(C=2N=C(N(C(C2N1)=O)C)C)C1=C(C=C(C=C1)C(F)(F)F)F)C1=CC(=NC=C1)C)C (S)-6-(2,2-dimethyl-6-(2-methylpyridin-4-yl)morpholino)-8-(2-fluoro-4-(trifluoromethyl)phenyl)-2,3-dimethylpyrimido[5,4-d]pyrimidin-4(3H)-one